3-[3-(4-piperidinyl)anilino]piperidine-2,6-dione N1CCC(CC1)C=1C=C(NC2C(NC(CC2)=O)=O)C=CC1